C(=CCC)N1C=CC2=CC(=CC=C12)Cl 1-butenyl-5-chloro-indole